methyl 3-amino-4-(N-((1-methyl-1H-pyrazol-3-yl)methyl)sulfamoyl)benzoate NC=1C=C(C(=O)OC)C=CC1S(NCC1=NN(C=C1)C)(=O)=O